FC1=CC=C(C(=O)N2[C@@H](C=3N(CC2)C(=NC3[C@@H]3C(CCCC3)=O)C3=NC(=NS3)C)C)C=C1 (R)-2-((R)-7-(4-Fluorobenzoyl)-8-methyl-3-(3-methyl-1,2,4-thiadiazol-5-yl)-5,6,7,8-Tetrahydroimidazo[1,5-a]pyrazin-1-yl)cyclohexane-1-one